N-[3-(hydroxymethyl)-2-oxopyrrolidin-3-yl]-2-methyl-5-[(4-methyl-1,3-thiazol-5-yl)methoxy]-2H-indazole-3-carboxamide OCC1(C(NCC1)=O)NC(=O)C=1N(N=C2C=CC(=CC12)OCC1=C(N=CS1)C)C